R-2-[[6-(3-ethylimidazo[4,5-b]pyridin-2-yl)-5-(ethylsulfonimidoyl)-3-pyridyl]oxy]-2-methyl-propanenitrile C(C)N1C(=NC=2C1=NC=CC2)C2=C(C=C(C=N2)OC(C#N)(C)C)[S@@](=O)(=N)CC